digeranyl succinate C(CCC(=O)OC\C=C(/C)\CCC=C(C)C)(=O)OC\C=C(/C)\CCC=C(C)C